2-[1-[(4-methylphenyl)methyl]-5-oxopyrrolidin-2-yl]-N-(2-methylpropyl)acetamid CC1=CC=C(C=C1)CN1C(CCC1=O)CC(=O)NCC(C)C